C1(CC1)NC1=C(C(=O)O)C=CC=N1 2-(cyclopropylamino)nicotinic acid